O[C@@H](C)C=1C=C(C=C2C(C(=C(OC12)C=1C=NC2=CC=CN=C2C1)C)=O)C 8-[(1S)-1-Hydroxyethyl]-3,6-dimethyl-2-(1,5-naphthyridin-3-yl)chromen-4-one